S(C)(=O)(=O)O.N1C=CC2=CC=CC=C12 indole, mesylate salt